C12CCCCCCCC(=CCC1)O2 13-oxabicyclo[7.3.1]tridec-9-ene